((1R,5S,6s)-3-azabicyclo[3.1.0]hexane-6-yl)(methyl)carbamic acid tert-butyl ester C(C)(C)(C)OC(N(C)C1[C@@H]2CNC[C@H]12)=O